[I-].C(C)P(CC)SCC[N+](C)(C)C diethylphosphinothiocholine iodide